OC=1C=C2CCCOC2=CC1 6-Hydroxychroman